bicyclo[3.1.0]Hexene C12=CCCC2C1